Cl.N1=C(C=CC=C1)C(=O)O.N1=C(C=CC=C1)C(=O)O di-picolinate HCl